Rac-4-((5aR,6S,7S,8R,8aS)-3-chloro-8,8a-dihydroxy-1-methoxy-6-phenyl-7-(pyrrolidin-1-ylmethyl)-6,7,8,8a-tetrahydro-5aH-cyclopenta[4,5]furo[3,2-c]pyridin-5a-yl)benzonitrile ClC1=CC2=C(C(=N1)OC)[C@]1([C@@](O2)([C@@H]([C@H]([C@H]1O)CN1CCCC1)C1=CC=CC=C1)C1=CC=C(C#N)C=C1)O |r|